NC1=NC=NN2C1=NC=C2C=2C=NN(C2)C=2C=C(C=CC2F)NC(C2=CC(=CC=C2)C(F)(F)F)=O N-(3-(4-(4-Aminoimidazo[2,1-f][1,2,4]triazin-7-yl)-1H-pyrazol-1-yl)-4-Fluorophenyl)-3-(trifluoromethyl)benzamide